Cl.Cl.ClC=1C=NN2C1C(=CC(=C2)C=2C=NN(C2)C)C=2C=NC(=CC2)N2CCNCC2 3-chloro-6-(1-methyl-1H-pyrazol-4-yl)-4-(6-(piperazin-1-yl)pyridin-3-yl)pyrazolo[1,5-a]pyridine dihydrochloride